[Na+].C(=O)C=1C(=C(OCCCS(=O)(=O)[O-])C(=CC1I)I)I 3-(3-formyl-2,4,6-triiodophenoxy)propane-1-sulfonic acid sodium salt